FC1(CCN(CC1)C1=NC2=CC(=C(C=C2C(=N1)NCN1CCNCC1)OC)OCCCN1CCCC1)F 2-(4,4-difluoropiperidin-1-yl)-6-methoxy-N-(piperazin-1-ylmethyl)-7-(3-(pyrrolidin-1-yl)propoxy)quinazolin-4-amine